germoleamidopropyldimethylamine [GeH]1(C=CC=C1)C(=O)NCCCN(C)C